ClC=1C=C(CSCC(=O)O)C=C(C1CC1=CC(=C(C=C1)O)C(C)C)Cl 2-((3,5-dichloro-4-(4-hydroxy-3-isopropylbenzyl)benzyl)thio)acetic acid